3-(3-(bromomethyl)phenyl)-5-ethyl-1,2,4-oxadiazole BrCC=1C=C(C=CC1)C1=NOC(=N1)CC